N''-phenyl-guanidine C1(=CC=CC=C1)N=C(N)N